C(#N)CCN1C=C(C2=CC=CC=C12)C(C(=O)O)C(=O)O 2-(1-(2-cyanoethyl)-1H-indol-3-yl)malonic acid